OC(C=1C(=NC=CC1)N1CCNCC1)C=1C=NC(=CC1)C(F)(F)F 4-(3-(hydroxy(6-(trifluoromethyl)pyridin-3-yl)methyl)pyridin-2-yl)piperazin